pentanoic acid-d6 C(C(C(C(C)([2H])[2H])([2H])[2H])([2H])[2H])(=O)O